tert-butyl N-{[1-(1-benzofuran-6-sulfonyl)-5-(2-fluorophenyl)-1H-pyrrol-3-yl]methyl}-N-methylcarbamate O1C=CC2=C1C=C(C=C2)S(=O)(=O)N2C=C(C=C2C2=C(C=CC=C2)F)CN(C(OC(C)(C)C)=O)C